bis(1-hexylpyridine) bromide salt [Br-].C(CCCCC)N1CC=CC=C1.C(CCCCC)N1CC=CC=C1